O.ClC1=NC=CC(=C1F)B(O)O 2-CHLORO-3-FLUOROPYRIDINE-4-BORONIC ACID HYDRATE